OC1=C(C=CC(=C1)OCCCCCCCC)C1=NC(=NC(=N1)CC1=CC=C(C=C1)C)CC1=CC=C(C=C1)C 2-(2-hydroxy-4-octyloxyphenyl)-4,6-bis(4-methylbenzyl)-1,3,5-triazine